N-(4-(6-amino-9-cyclopentyl-8-oxo-8,9-dihydro-7H-purin-7-yl)benzyl)-5-fluoro-2-methoxybenzamide NC1=C2N(C(N(C2=NC=N1)C1CCCC1)=O)C1=CC=C(CNC(C2=C(C=CC(=C2)F)OC)=O)C=C1